C(CCl)OCCCl 2,2'-dichlorodiethyl ether